3-(((7-(2-aminopyridin-4-yl)-2,3-dihydrofuro[3,2-c]pyridin-4-yl)amino)methyl)-N-(5-methyl-4,5,6,7-tetrahydrothiazolo[5,4-c]pyridin-2-yl)benzamide NC1=NC=CC(=C1)C=1C2=C(C(=NC1)NCC=1C=C(C(=O)NC=3SC=4CN(CCC4N3)C)C=CC1)CCO2